platinum gold water O.[Au].[Pt]